tert-Butyl (S)-4-(5-(3-(2-fluoro-3-methyl-5-(methylcarbamoyl)phenyl)-5-((tetrahydrofuran-3-yl)amino)pyrazolo[1,5-a]pyrimidin-6-yl)oxazol-2-yl)piperazine-1-carboxylate FC1=C(C=C(C=C1C)C(NC)=O)C=1C=NN2C1N=C(C(=C2)C2=CN=C(O2)N2CCN(CC2)C(=O)OC(C)(C)C)N[C@@H]2COCC2